CC=1N(C(=C(N1)C1=CC(=NC=C1)C(F)(F)F)C)CC(=O)NC1=NC=C(C=C1)C1=NC=CN=C1 2-[2,5-dimethyl-4-[2-(trifluoromethyl)-4-pyridyl]imidazol-1-yl]-N-(5-pyrazin-2-yl-2-pyridyl)acetamide